(2-(1-(3,3,3-trifluoropropyl)-1H-pyrazol-5-yl)pyridin-3-yl-methoxy)isonicotinaldehyde FC(CCN1N=CC=C1C1=NC=CC=C1COC1=C(C=O)C=CN=C1)(F)F